(2-Chlorophenyl)-4,5-Diphenylimidazole ClC1=C(C=CC=C1)C=1NC(=C(N1)C1=CC=CC=C1)C1=CC=CC=C1